1-fluoromethyl-1,2,2,3,3,4,4,5,5-nonafluorocyclopentane FCC1(C(C(C(C1(F)F)(F)F)(F)F)(F)F)F